4,5-difluoro-2-((4-fluoro-2-isopropylphenyl)amino)benzoic acid FC1=CC(=C(C(=O)O)C=C1F)NC1=C(C=C(C=C1)F)C(C)C